CC1=C(C=C(C(=C1)Br)C)F 2,5-dimethyl-4-bromofluorobenzene